FC(OC[C@]12CN(C[C@H](CC1)N2C(=O)OC(C)(C)C)C(=O)OCC2=CC=CC=C2)F 3-benzyl 8-tert-butyl (1R,5S)-1-[(difluoromethoxy)methyl]-3,8-diazabicyclo[3.2.1]octane-3,8-dicarboxylate